(R)-N-((R)-1-(2-(2-chlorophenyl)-3,6-dimethyl-4-oxo-3,4-dihydroquinazolin-8-yl)ethyl)-2-methylpropane-2-sulfinamide ClC1=C(C=CC=C1)C1=NC2=C(C=C(C=C2C(N1C)=O)C)[C@@H](C)N[S@](=O)C(C)(C)C